(S)-(6-(dimethylamino)pyrazolo[1,5-a]pyridin-3-yl)(4-(4-(trifluoromethyl)pyrazolo[1,5-a]pyridin-2-yl)-6,7-dihydro-1H-imidazo[4,5-c]pyridin-5(4H)-yl)methanone CN(C=1C=CC=2N(C1)N=CC2C(=O)N2[C@@H](C1=C(CC2)NC=N1)C1=NN2C(C(=CC=C2)C(F)(F)F)=C1)C